C(C)(=O)NC=1C(=C(C(=O)C2=C(C=CC=C2)C(=O)O)C=CC1N(C)C)O acetamido-2'-carboxyl-4-dimethylamino-2-hydroxybenzophenone